(S)-2-(2-(3-fluoropiperidin-1-yl)pyrimidin-5-yl)-4-oxo-6,7-dihydrothiazolo[5,4-c]pyridine-5(4H)-carboxylic acid tert-butyl ester C(C)(C)(C)OC(=O)N1C(C2=C(CC1)N=C(S2)C=2C=NC(=NC2)N2C[C@H](CCC2)F)=O